FC1=C(C(=O)OC)C=C(C(=C1O)F)F methyl 2,4,5-trifluoro-3-hydroxybenzoate